5-chloro-2-fluoro-4-(3-oxo-5,6,7,8-tetrahydro[1,2,4]triazolo[4,3-a]pyridin-2(3H)-yl)benzonitrile ClC=1C(=CC(=C(C#N)C1)F)N1N=C2N(CCCC2)C1=O